2-(4-Bromo-3-fluoro-2,6-dimethoxyphenyl)propan-2-ol BrC1=C(C(=C(C(=C1)OC)C(C)(C)O)OC)F